CC1=C(C(=CC=C1)C)C1=NC(=NC(=C1)OC1=C(C=C(C=C1)N1CCNCC1)C)NS(=O)(=O)C=1C=NN(C1)C N-[4-(2,6-Dimethylphenyl)-6-(2-methyl-4-piperazin-1-yl-phenoxy)pyrimidin-2-yl]-1-methyl-pyrazole-4-sulfonamide